(R)-1-(5-chloro-2-(3-methylpiperazin-1-yl)pyrimidin-4-yl)-N-(2-(imidazo[1,2-a]pyridin-3-yl)propan-2-yl)-N-methylazetidine-3-carboxamide ClC=1C(=NC(=NC1)N1C[C@H](NCC1)C)N1CC(C1)C(=O)N(C)C(C)(C)C1=CN=C2N1C=CC=C2